3-methoxy-4-pyridineboronic acid COC=1C=NC=CC1B(O)O